2-tert.-butyldimethylsilyloxy-4-vinyl-1-ethoxybenzene C(C)(C)(C)[Si](OC1=C(C=CC(=C1)C=C)OCC)(C)C